phenanthrene-7-acetate C1=CC=CC=2C3=CC=C(C=C3C=CC12)CC(=O)[O-]